Phenyl-(4-((3-(4-cyano-3-(trifluoromethyl)phenyl)-2-(trifluoromethyl)oxazolidin-5-yl)methoxy)phenyl)carbamat C1(=CC=CC=C1)OC(NC1=CC=C(C=C1)OCC1CN(C(O1)C(F)(F)F)C1=CC(=C(C=C1)C#N)C(F)(F)F)=O